N-(4-(1H-pyrazol-1-yl)benzyl)-N-(3-methoxybenzyl)-5-(2-(2-(3-methoxyphenoxy)ethoxy)ethoxy)pyridin-2-amine N1(N=CC=C1)C1=CC=C(CN(C2=NC=C(C=C2)OCCOCCOC2=CC(=CC=C2)OC)CC2=CC(=CC=C2)OC)C=C1